(S)-2-fluoro-4-(6-(2-fluoro-6-methylphenyl)-2-((pyrrolidin-3-ylmethyl)amino)quinazolin-4-yl)benzonitrile FC1=C(C#N)C=CC(=C1)C1=NC(=NC2=CC=C(C=C12)C1=C(C=CC=C1C)F)NC[C@@H]1CNCC1